FC=1C=2N(C=C(C1C(C)(C)O)NC(=O)C1=NC(=CC=C1)C1(CC1)C(F)(F)F)C=C(N2)C2CCNCC2 N-(8-fluoro-7-(2-hydroxypropan-2-yl)-2-(piperidin-4-yl)imidazo[1,2-a]pyridin-6-yl)-6-(1-(trifluoromethyl)cyclopropyl)pyridinecarboxamide